5-(benzyloxy)-2-methylbenzofuran C(C1=CC=CC=C1)OC=1C=CC2=C(C=C(O2)C)C1